N1C=C(C2=CC=CC=C12)CC(C)NC(=O)C1CCN(CC1)C1=NC(=NO1)C1=CC=C(C=C1)OC N-(1-(1H-indol-3-yl)propan-2-yl)-1-(3-(4-methoxyphenyl)-1,2,4-oxadiazol-5-yl)piperidine-4-carboxamide